C(C)(=O)OCC1=C(C(=C(C(=C1C1=CC=C(C=C1)OC(F)(F)F)COC(C)=O)C1=CC=C(C=C1)OC(F)(F)F)COC(C)=O)C1=CC=C(C=C1)OC(F)(F)F (4,4''-bis(trifluoromethoxy)-5'-(4-(trifluoromethoxy)phenyl)-[1,1':3',1''-terphenyl]-2',4',6'-triyl)tris(methylene) triacetate